C(C)(C)(C)OC(=O)[C@@]1(CNCCC1)SC(C)=O (R)-3-(acetylthio)piperidine-3-carboxylic acid tert-butyl ester